ethyl (E)-4-(methylamino)but-2-enoate CNC/C=C/C(=O)OCC